6-methyl-6-(3-(prop-1-yn-1-yl)benzo[4,5]thieno[2,3-c]pyridazin-6-yl)-4-thia-7-azaspiro[2.5]octane 4,4-dioxide CC1(CS(C2(CC2)CN1)(=O)=O)C=1C=CC2=C(C3=C(N=NC(=C3)C#CC)S2)C1